COC1=NC=C(C=N1)C1=CN=C(N1)C1N(CCCC1)C(C(C)SC)=O 1-(2-(5-(2-Methoxypyrimidin-5-yl)-1H-imidazol-2-yl)piperidin-1-yl)-2-(methylsulfanyl)propan-1-one